ClC1=CC(=C(N=N1)N[C@H]1CN(CCC1)C(=O)OC(C)(C)C)C tert-butyl (R)-3-((6-chloro-4-methylpyridazin-3-yl)amino)piperidine-1-carboxylate